(S)-((1-(6-(6-(Difluoromethyl)imidazo[1,2-b]pyridazin-3-yl)pyrimidin-4-yl)piperidin-3-yl)imino)dimethyl-λ6-sulfanone FC(C=1C=CC=2N(N1)C(=CN2)C2=CC(=NC=N2)N2C[C@H](CCC2)N=S(=O)(C)C)F